N1=C(C=NC=C1)C=1C=CC(=C(C1)C(C(=O)[O-])C)S(=O)(=O)C(F)(F)F 5-(pyrazin-2-yl)-2-((trifluoromethanesulfonyl) phenyl)propanoate